C(#N)C1=C(C=CC=C1)[C@H]([C@@H](C)C=1N(C(C(=C(N1)C(=O)NC=1C=NOC1)O)=O)C)C1=C(C=NN1C)C 2-((1S,2R)-1-(2-cyanophenyl)-1-(1,4-dimethyl-1H-pyrazol-5-yl)propan-2-yl)-5-hydroxy-N-(isoxazol-4-yl)-1-methyl-6-oxo-1,6-dihydropyrimidine-4-carboxamide